1,2-dichloroethyltri-n-propoxysilane ClC(CCl)[Si](OCCC)(OCCC)OCCC